BrC1=C(C=CC=C1)C1OCCO1 2-(2-bromophenyl)-1,3-dioxolan